Cl.Cl.NC(C(=O)N[C@@H](C(=O)NC=1N=CN(C1)[C@](C(N1CCCC1)=O)(C)C1=CC=C(C=C1)OC)CCCC1=CC=CC=C1)(C)C 2(R)-(2-Amino-2-methylpropanamido)-N-[1-[1(R)-(4-methoxyphenyl)-1-methyl-2-oxo-2-(1-pyrrolidinyl)ethyl]-1H-imidazol-4-yl]-5-phenylpentanamide dihydrochloride